C(C)(CC)NCC1=NC2=C(C=CC=C2C=C1)NS(=O)(=O)C1=CC=C(C=C1)C(F)(F)F N-(2-((sec-Butylamino)methyl)quinolin-8-yl)-4-(trifluoromethyl)benzenesulfonamide